COC(=O)C=1N=C2C(=CNC2=CC1)C=O 3-FORMYL-4-AZAINDOLE-5-CARBOXYLIC ACID METHYL ESTER